NC1=C2N=C(N(C2=NC(=N1)OCC)CC1=C(C=C(C=C1)CNCCCCCO)OC)O 6-amino-2-ethoxy-9-(4-(((5-hydroxypentyl)-amino)methyl)-2-methoxy-benzyl)-9H-purin-8-ol